C1(=CC=C(C=C1)CCC1=CC=C(C=C1)N=C=O)N=C=O 4,4'-Dimethylenediphenyl isocyanate